COC(=O)C=1N(C2=CC(=CC=C2C1)OC)C(=O)OC(C)(C)C 6-methoxy-1H-indole-1,2-dicarboxylic acid 1-tert-butyl 2-methyl ester